2-(((benzyloxy)carbonyl)amino)-3-(7-bromothieno[3,2-b]pyridine-2-carboxamido)propanoate C(C1=CC=CC=C1)OC(=O)NC(C(=O)[O-])CNC(=O)C1=CC2=NC=CC(=C2S1)Br